N1C=C(C2=CC=CC=C12)SCC(=O)N1CCCC1 2-((1H-indol-3-yl)thio)-1-(pyrrolidin-1-yl)ethan-1-one